C(C1=CC=CC=C1)OC1CCN(CC1)C1=C(C(N(C2=CC=CC=C12)C)=O)C#N 4-[4-(benzyloxy)piperidin-1-yl]-1-methyl-2-oxo-1,2-dihydroquinoline-3-carbonitrile